tert-butyl 3-((6-(5-cyanopyrazin-2-ylamino)-3-(pyridin-4-ylcarbamoyl)pyridazin-4-ylamino)methyl)piperidine-1-carboxylate C(#N)C=1N=CC(=NC1)NC1=CC(=C(N=N1)C(NC1=CC=NC=C1)=O)NCC1CN(CCC1)C(=O)OC(C)(C)C